Normal Butane CCCC